(E)-5-phenyl-3-((3-((E)-2-(pyridin-4-yl)vinyl)-1H-indazol-6-yl)methylene)-1H-pyrrol-2(3H)-one trifluoroacetate FC(C(=O)O)(F)F.C1(=CC=CC=C1)C1=C\C(\C(N1)=O)=C/C1=CC=C2C(=NNC2=C1)\C=C\C1=CC=NC=C1